N-[(1R,3s,5S)-1,5-Dimethyl-8-azabicyclo[3.2.1]octan-3-yl]-N-methyl-5-[5-(1H-pyrazol-4-yl)pyrazin-2-yl][1,3]thiazolo[5,4-d][1,3]thiazol-2-amin C[C@]12CC(C[C@](CC1)(N2)C)N(C=2SC=1N=C(SC1N2)C2=NC=C(N=C2)C=2C=NNC2)C